9-fluorotetrazolo[5,1-a]phthalazine FC1=CC=C2C=NN3C(C2=C1)=NN=N3